CNS(=O)(=O)C(C(C(C(C(C(C(C(F)(F)F)(F)F)(F)F)(F)F)(F)F)(F)F)(F)F)(F)F methylperfluoro-n-octanesulfonic amide